C(C)[C@@H]1N(C[C@H](N(C1)C(C)C1=NC=2N(C=C1)N=C(C2)C)CC)C=2C=1C(N(C(N2)=O)C)=CN(N1)CC#N 2-(7-((2S,5R)-2,5-diethyl-4-(1-(2-methylpyrazolo[1,5-a]pyrimidin-5-yl)ethyl)piperazin-1-yl)-4-methyl-5-oxo-4,5-dihydro-2H-pyrazolo[4,3-d]pyrimidin-2-yl)acetonitrile